N-propyl-2-furancarboxamide C(CC)NC(=O)C=1OC=CC1